C1(CC1)C=1C=C(C=C(C1)CN1C[C@H](N[C@H](C1)C)C)NC1=NC=C(C(=N1)C1=CNC2=CC=CC=C12)C N-(3-cyclopropyl-5-(((3R,5S)-3,5-dimethylpiperazine-1-yl)methyl)phenyl)-4-(1H-indol-3-yl)-5-methylpyrimidine-2-amine